3-(sec-butyl)-N-methyl-N-((2-methyloxazol-4-yl)methyl)-2-oxo-1,2,3,5-tetrahydro-4H-benzo[1,4]diazepine-4-carboxamide C(C)(CC)C1C(NC2=C(CN1C(=O)N(CC=1N=C(OC1)C)C)C=CC=C2)=O